N2-(4-(3-amino-1H-indazol-5-yl)pyridine-2-yl)pyridine-2,6-diamine NC1=NNC2=CC=C(C=C12)C1=CC(=NC=C1)NC1=NC(=CC=C1)N